(S)-5-(3-(5-chloroisoindolin-2-yl)-3-oxopropyl)-5-cyclopropylimidazolidine ClC=1C=C2CN(CC2=CC1)C(CC[C@@]1(CNCN1)C1CC1)=O